C[Si](C1=CC=C(N1)C=O)(C)C 5-(TRIMETHYLSILYL)-1H-PYRROLE-2-CARBOXALDEHYDE